2-Hydroxy-5-(trifluoromethyl)benzaldehyde OC1=C(C=O)C=C(C=C1)C(F)(F)F